N-(5-bromoacetamidylpentyl)acrylamide BrCC(=O)NCCCCCNC(C=C)=O